ClC1=CC=C2C(=N1)N=C(O2)N2CCN(CC2)C(=O)C=2C=NC(=C(C2)F)OCC2(CC2)C(F)(F)F [4-(5-chlorooxazolo[4,5-b]pyridin-2-yl)piperazin-1-yl]-[5-fluoro-6-[[1-(trifluoromethyl)cyclopropyl]methoxy]-3-pyridyl]methanone